((3R)-4-amino-3-methyl-1,3-dihydrofuro[3,4-c][1,7]naphthyridin-8-yl)((3R)-3-(4-fluoro-3-(trifluoromethyl)phenyl)-4-morpholinyl)methanone NC1=NC=2C=NC(=CC2C2=C1[C@H](OC2)C)C(=O)N2[C@@H](COCC2)C2=CC(=C(C=C2)F)C(F)(F)F